BrC=1C(=C(N)C=C(C1F)F)F 3-bromo-2,4,5-trifluoroaniline